tert-butyl 4-(2,3-diamino-5-fluoropyridin-4-yl)piperidine-1-carboxylate NC1=NC=C(C(=C1N)C1CCN(CC1)C(=O)OC(C)(C)C)F